4-fluoro-3-methyl-nitrobenzoic acid FC1=C(C(=C(C(=O)O)C=C1)[N+](=O)[O-])C